OC1CN(C1)C(=O)OC(C)(C)C Tert-butyl 3-hydroxyazetidine-1-carboxylate